(3-(3-cyclohexyl-2-oxoimidazolin-1-yl)piperidin-1-yl)-3-((4-(4-methylpiperidin-4-yl)phenyl)amino)pyrazine-2-carboxamide C1(CCCCC1)N1C(N(CC1)C1CN(CCC1)C=1N=C(C(=NC1)C(=O)N)NC1=CC=C(C=C1)C1(CCNCC1)C)=O